5-chloro-2-(4,4-difluoro-1-piperidyl)-4-iodo-pyridine ClC=1C(=CC(=NC1)N1CCC(CC1)(F)F)I